CC(=CCC/C(=C/CC/C(=C/CC/C(=C/CC/C(=C/CC/C(=C/CC/C(=C/CC/C(=C/CC/C(=C/COP(=O)(O)OP(=O)(O)O)/C)/C)/C)/C)/C)/C)/C)/C)C The molecule is a polyprenol diphosphate compound having nine prenyl units with undefined stereochemistry about the double bonds. It has a role as a Saccharomyces cerevisiae metabolite.